C(C=C)(=O)N1CC(CC1)C=1C=C(C=C2C=NC=NC12)C=1C=CCN(C1)C1=CC(=CC=C1)C(F)(F)F 5-(8-(1-propenoylpyrrolidin-3-yl)quinazolin-6-yl)-N-(3-(trifluoromethyl)phenyl)pyridine